methyl [(perfluorophenyl)methyl] disulfide FC1=C(C(=C(C(=C1F)F)F)F)CSSC